NC1=C(C(=C(C(=O)OC)C=C1Cl)F)Cl Methyl 4-amino-3,5-dichloro-2-fluoro-benzoate